(Z)-1-(4-amino-2-fluorobut-2-en-1-yl)-4-(3-(N-isopropylsulfamoyl)-4-methoxyphenyl)-1H-benzo[d][1,2,3]triazole-6-carboxylic acid methyl ester COC(=O)C=1C=C(C2=C(N(N=N2)C/C(=C/CN)/F)C1)C1=CC(=C(C=C1)OC)S(NC(C)C)(=O)=O